((2R,3S,5R)-2-((((2-(1-adamantyl)ethoxy)carbonyl)oxy)methyl)-5-(6-amino-2-fluoro-9H-purin-9-yl)-2-ethynyltetrahydro-furan-3-yl) isobutyrate C(C(C)C)(=O)O[C@@H]1[C@@](O[C@H](C1)N1C2=NC(=NC(=C2N=C1)N)F)(C#C)COC(=O)OCCC12CC3CC(CC(C1)C3)C2